2,5-Dichloro-6-cyanonicotinic acid methyl ester COC(C1=C(N=C(C(=C1)Cl)C#N)Cl)=O